ClC=1C=C(C=C(C1)Cl)C1=CC(=CC(=N1)OC=1C=NC(=NC1)N1CCN(CC1)CCC(C(=O)O)C)CN1CCC(CC1)CNC(CC)=O 4-(4-(5-((6-(3,5-dichlorophenyl)-4-((4-(propionamidomethyl)piperidin-1-yl)methyl)pyridin-2-yl)oxy)pyrimidin-2-yl)piperazin-1-yl)-2-methylbutanoic acid